C(C)(=O)NC1=CC=C(C=N1)C=1C=NN2C1C=C(C=C2)C(=O)N(C)C2=CC=C(C=C2)C#N 3-(6-acetamido-3-pyridyl)-N-(4-cyanophenyl)-N-methyl-pyrazolo[1,5-a]pyridine-5-carboxamide